CCCCCCCCCCCCCCCCC(=O)O[C@H](COC(=O)CCCCCCCCC/C=C\CCCCCCCC)COP(=O)([O-])OCC[N+](C)(C)C 1-(11Z-eicosenoyl)-2-heptadecanoyl-glycero-3-phosphocholine